C(C1=CC=CC=C1)N1CCC(CC1)CCC(=O)NC1CCN(CC1)C1=CC(=CC=C1)OC(F)(F)F 3-(1-benzylpiperidin-4-yl)-N-{1-[3-(trifluoromethoxy)phenyl]piperidin-4-yl}propanamide